2-Amino-3-((3-((3R,5R)-5-(4-Fluorophenyl)Tetrahydrofuran-3-Yl)-1,2,4-Oxadiazol-5-yl)Methyl)-5-MethylPyrazolo[5,1-f][1,2,4]Triazin-4(3H)-One NC1=NN2C(C(N1CC1=NC(=NO1)[C@@H]1CO[C@H](C1)C1=CC=C(C=C1)F)=O)=C(C=N2)C